(1r)-2,4-pentanedione CC(CC(C)=O)=O